methyl [5-(4-fluorobenzoyl)benzimidazol-2-yl]carbamate FC1=CC=C(C(=O)C2=CC3=C(N=C(N3)NC(OC)=O)C=C2)C=C1